(E)-6-methyl-N'-(1-(naphthalen-2-yl)ethylidene)pyrimidine-4-carbohydrazide CC1=CC(=NC=N1)C(=O)N/N=C(\C)/C1=CC2=CC=CC=C2C=C1